trans-6-[[3-[(3S)-3-(3,5-difluorophenyl)-1,2-oxazolidine-2-carbonyl]cyclopentyl]methoxy]pyrimidine-4-carboxamide FC=1C=C(C=C(C1)F)[C@H]1N(OCC1)C(=O)[C@@H]1C[C@H](CC1)COC1=CC(=NC=N1)C(=O)N